NCC=1C(=NC=CC1)N1N=C(C=C1)CC(C)O (1-(3-(aminomethyl)pyridin-2-yl)-1H-pyrazol-3-yl)propan-2-ol